4,5-dibenzyl 1-(tert-butyl) (3aS,4R,6aR)-4-(4-(4,4,5,5-tetramethyl-1,3,2-dioxaborolane-2-yl)butyl)hexahydropyrrolo[3,4-b]pyrrole-1,4,5-tricarboxylate CC1(OB(OC1(C)C)CCCC[C@]1(N(C[C@@H]2N(CC[C@@H]21)C(=O)OC(C)(C)C)C(=O)OCC2=CC=CC=C2)C(=O)OCC2=CC=CC=C2)C